C[N+](CC)(C)C N,N,N-trimethyl-2-ethanaminium